N-((3S,5S)-5-methylpiperidin-3-yl)-6,7-dihydrospiro[cyclopenta[d]pyrazolo[1,5-a]pyrimidine-5,1'-cyclopropane]-8-amine hydrochloride Cl.C[C@H]1C[C@@H](CNC1)NC1=C2C(=NC=3N1N=CC3)C3(CC3)CC2